dichloromethyl-[2-(trichlorosilyl)ethyl]silane ClC(Cl)[SiH2]CC[Si](Cl)(Cl)Cl